BrC1=CC(=C(C=C1)C1=NC2=C(C=NC(=C2)C(F)(F)F)N1C)S(=O)(=O)CC 2-[4-bromo-2-(ethylsulfonyl)phenyl]-3-methyl-6-(trifluoromethyl)imidazo[4,5-c]pyridine